CC1=C(C=2N(N=C1N1CC=3C=C(C=NC3CC1)NC1=C(C=CC=C1)SC)C=NN2)C 6-(7,8-dimethyl-[1,2,4]triazolo[4,3-b]pyridazin-6-yl)-N-(2-methylsulfanylphenyl)-7,8-dihydro-5H-1,6-naphthyridin-3-amine